(4-Formyl-2-methyl-oxazol-5-yl)-carbamic acid methyl ester COC(NC1=C(N=C(O1)C)C=O)=O